C1OCC12CCN(CC2)C=2C=CC(=NC2)NC=2C=CC(=C1CNC(C21)=O)C2=C1C(=NC=C2)N(C=C1)C 7-((5-(2-oxa-7-azaspiro[3.5]nonan-7-yl)pyridin-2-yl)amino)-4-(1-methyl-1H-pyrrolo[2,3-b]pyridin-4-yl)isoindolin-1-one